2-(2,6-dioxopiperidin-3-yl)-5-fluoro-6-(4-((1-(4-(1-(4-hydroxyphenyl)-2-phenylbut-1-en-1-yl)phenyl)piperidin-4-yl)methyl)piperazin-1-yl-2,2,3,3,5,5,6,6-d8)isoindoline-1,3-dione O=C1NC(CCC1N1C(C2=CC(=C(C=C2C1=O)F)N1C(C(N(C(C1([2H])[2H])([2H])[2H])CC1CCN(CC1)C1=CC=C(C=C1)C(=C(CC)C1=CC=CC=C1)C1=CC=C(C=C1)O)([2H])[2H])([2H])[2H])=O)=O